C1(CCCCC1)CC(C=O)=N 3-cyclohexylpropane-1-on-2-imine